ClC1=C(C(=O)O)C=C(C(=C1)F)N1N=CC(=C(C1=O)C)C(F)(F)F 2-chloro-4-fluoro-5-(5-methyl-6-oxo-4-trifluoromethylpyridazin-1(6H)-yl)benzoic acid